O=C(O)C[C@@](O)(C(=O)O)[C@H](O)C(=O)O (-)-hydroxycitrate